ClC1=C(C=C(C=C1)N1CC2(C3=NC(=CC=C31)C(=O)N3C(C(NCC3)=O)(C)C)CCCC2)F 4-(1'-(4-chloro-3-fluorophenyl)-1',2'-dihydrospiro[cyclopentane-1,3'-pyrrolo[3,2-b]pyridine]-5'-carbonyl)-3,3-dimethylpiperazin-2-one